C(#N)C=1C(=CC(=C(C1)NS(=O)(=O)C=1C=C(C(=O)O)C=CC1C1CC1)C1=NC=CC=C1)F 3-(N-(5-cyano-4-fluoro-2-(pyridin-2-yl)phenyl)sulfamoyl)-4-cyclopropylbenzoic acid